cyclopropylMethyl-glycine hydrochloride Cl.C1(CC1)CNCC(=O)O